6-(1,3-benzoxazol-2-yl)-2-({bicyclo[1.1.1]pentan-1-yl(phenyl)methyl}(methyl)amino)-5-methoxy-3-methylpyrimidin-4-one O1C(=NC2=C1C=CC=C2)C2=C(C(N(C(=N2)N(C)C(C2=CC=CC=C2)C21CC(C2)C1)C)=O)OC